tert-butyl 7-(6-{2,7-dimethylpyrazolo[4,3-b]pyridin-5-yl}-8-fluoro-1-oxoisoquinolin-2-yl)-4-azaspiro[2.5]octane-4-carboxylate CN1N=C2C(N=C(C=C2C)C=2C=C3C=CN(C(C3=C(C2)F)=O)C2CCN(C3(CC3)C2)C(=O)OC(C)(C)C)=C1